4-chlorobenzyl (4-(N-benzyl-N-methylsulfamoyl)phenyl)carbamate C(C1=CC=CC=C1)N(S(=O)(=O)C1=CC=C(C=C1)NC(OCC1=CC=C(C=C1)Cl)=O)C